N-(2,2-difluoroethyl)-5-(5-((2-(4-methylpiperazin-1-yl)pyridin-4-yl)amino)-1H-pyrrolo[2,3-b]pyridin-3-yl)pyrazolo[1,5-a]pyridine-3-carboxamide FC(CNC(=O)C=1C=NN2C1C=C(C=C2)C2=CNC1=NC=C(C=C12)NC1=CC(=NC=C1)N1CCN(CC1)C)F